1-(2'-fluoro-5'-methoxy-4-methyl-[1,1'-biphenyl]-2-yl)-2,2-dimethylpropan-1-one FC1=C(C=C(C=C1)OC)C1=C(C=C(C=C1)C)C(C(C)(C)C)=O